CC1=CC=C(C=N1)C(=O)N1CC2=C(NC=3C=CC(=CC23)C2=CC=C(C=C2)C)CC1 (6-methylpyridin-3-yl)(8-(p-tolyl)-1,3,4,5-tetrahydro-2H-pyrido[4,3-b]indol-2-yl)methanone